(R)-2-fluoro-4-(1-(methyl-d3)-1H-1,2,3-triazol-4-yl)-N-(8-methylisoquinolin-1-yl)-N-(piperidin-3-yl)benzamide FC1=C(C(=O)N([C@H]2CNCCC2)C2=NC=CC3=CC=CC(=C23)C)C=CC(=C1)C=1N=NN(C1)C([2H])([2H])[2H]